4-[(2R)-2-(benzyloxy)-3-[(tert-butyldiphenylsilyl)oxy]propyl]-3,6-dichloro-5-methylpyridazine C(C1=CC=CC=C1)O[C@H](CC1=C(N=NC(=C1C)Cl)Cl)CO[Si](C1=CC=CC=C1)(C1=CC=CC=C1)C(C)(C)C